NC=1C(N(C=C(C1)C1CC1)CC(C)(C)OC)=O 3-amino-5-cyclopropyl-1-(2-methoxy-2-methylpropyl)pyridin-2(1H)-one